4-((4-hydroxy-1,3-benzodiazol-1-yl)methyl)phenylphosphonic acid diethyl ester C(C)OP(OCC)(=O)C1=CC=C(C=C1)CN1C=NC2=C1C=CC=C2O